5-Cyano-N-[2-(4,4-dimethylcyclohexen-1-yl)-4-[2,3,6,7-tetradeuterio-1,5-bis(hydroxymethyl)-8-oxabicyclo[3.2.1]octan-3-yl]phenyl]-1H-imidazole-2-carboxamide C(#N)C1=CN=C(N1)C(=O)NC1=C(C=C(C=C1)C1(C(C2(C(C(C(C1)(O2)CO)[2H])[2H])CO)[2H])[2H])C2=CCC(CC2)(C)C